COCCO[C@@H]1[C@@H]([C@H](O[C@H]1O)CO)O 2'-O-(2-Methoxyethyl)ribose